7-bromo-6-fluoro-2-methyl-9-(pyridin-2-yl)-9,10-dihydro-8-oxa-2,4,10a-triazanaphtho[2,1,8-cde]azulene-1(2H)-one BrC1=C(C=C2N=CC=3N(C(N4CC(OC1=C2C34)C3=NC=CC=C3)=O)C)F